2,5-bis[(4-methylphenyl)methylidene]cyclopentanone CC1=CC=C(C=C1)C=C1C(C(CC1)=CC1=CC=C(C=C1)C)=O